4-({2-[4-{5-chloro-2-[4-(difluoromethyl)-1H-1,2,3-triazol-1-yl]phenyl}-5-methoxy-2-oxopyridin-1(2H)-yl]propionyl}amino)-2-fluorobenzamide ClC=1C=CC(=C(C1)C1=CC(N(C=C1OC)C(C(=O)NC1=CC(=C(C(=O)N)C=C1)F)C)=O)N1N=NC(=C1)C(F)F